(S)-4-(4-fluorobenzyl)-N-(8-((3-hydroxyoxetan-3-yl)ethynyl)-1-methyl-2-oxo-2,3,4,5-tetrahydro-1H-benzo[b]azepin-3-yl)-1H-pyrazole-1-carboxamide FC1=CC=C(CC=2C=NN(C2)C(=O)N[C@H]2CCC3=C(N(C2=O)C)C=C(C=C3)C#CC3(COC3)O)C=C1